O[C@@H](CO)C1=CC=C(C=N1)NC(=O)[C@H]1O[C@@]([C@@H]([C@@H]1C1=C(C(=C(C=C1)F)C)OC)C)(C(F)(F)F)C (2S,3R,4R,5S)-N-(6-((R)-1,2-dihydroxyethyl)pyridin-3-yl)-3-(4-fluoro-2-methoxy-3-methylphenyl)-4,5-dimethyl-5-(trifluoromethyl)tetrahydrofuran-2-carboxamide